2,6-dichloro-3-(ethylamino)-5-(2-methyl-1H-indol-3-yl)cyclohexane-2,5-diene-1,4-dione ClC=1C(C(=C(C(C1NCC)=O)C1=C(NC2=CC=CC=C12)C)Cl)=O